C(C)(N)=S acetothiamide